FC=1C=C(C=CC1F)[C@H]1[C@@H](CN(C1)CCOC)NC(=O)NC=1C(=NN(C1C)C1=NC=CN=C1)C1=CC=CC=C1 1-((3S,4R)-4-(3,4-difluorophenyl)-1-(2-methoxyethyl)pyrrolidin-3-yl)-3-(5-methyl-3-phenyl-1-(pyrazin-2-yl)-1H-pyrazol-4-yl)urea